FC(C=1C=C(C=CC1)S(=O)(=O)CC1=C(C(=O)O)C=CC=C1)(F)F 2-(3-Trifluoromethyl-benzenesulfonylmethyl)-benzoic acid